C(C)OC(=O)C=1NC=2CC[C@]3(C(N(C4=NC=CC=C43)COCC[Si](C)(C)C)=O)CC2C1 (S)-2'-oxo-1'-((2-(trimethylsilyl)ethoxy)methyl)-1,1',2',4,6,7-Hexahydrospiro[indole-5,3'-pyrrolo[2,3-b]pyridine]-2-carboxylic acid ethyl ester